CC1=CC=C(C=C1)C(CCC(=O)O)=O 4-(4-methylphenyl)-4-oxobutanoic acid